3-((1H-pyrido[3',4':4,5]pyrrolo[3,2-c][2,6]naphthyridin-5-yl)amino)-N,N-dimethylbenzamide C1C2=C3C(N=C(C2=CC=N1)NC=1C=C(C(=O)N(C)C)C=CC1)=C1C(=N3)C=CN=C1